5-amino-7-bromo-3H-1,3-benzoxazol-2-one NC=1C=C(C2=C(NC(O2)=O)C1)Br